N-(5-((5-Cyano-4-(1-cyclopropyl-1H-indol-3-yl)pyrimidin-2-yl)amino)-4-methoxy-2-(methyl((1-(methyl-d3)pyrrolidin-2-yl)methyl)amino)phenyl)acrylamide C(#N)C=1C(=NC(=NC1)NC=1C(=CC(=C(C1)NC(C=C)=O)N(CC1N(CCC1)C([2H])([2H])[2H])C)OC)C1=CN(C2=CC=CC=C12)C1CC1